N-(4-bromo-5-fluoro-2-(trifluoromethoxy)phenyl)-6-chloropyrazolo[1,5-a]pyridine-3-sulfonamide BrC1=CC(=C(C=C1F)NS(=O)(=O)C=1C=NN2C1C=CC(=C2)Cl)OC(F)(F)F